Maleimidooctaethylene glycol C1(C=CC(N1C(COCCOCCOCCOCCOCCOCCOCCO)O)=O)=O